BrC1=CC=C(C=C1)N(C(=O)OC1=CC=C(C=C1)[N+](=O)[O-])C[C@@H]1N(CCN(C1)C(=O)OC(C)(C)C)C(=O)OC(C)(C)C |r| Di-tert-butyl (RS)-2-(((4-bromophenyl)((4-nitrophenoxy)carbonyl)amino)methyl)piperazine-1,4-dicarboxylate